PYRROLO[3,4-C]CARBAZOLE C1=NC=C2C=CC3=NC=4C=CC=CC4C3=C21